NC1=NC=CC(=N1)C(=O)N[C@@H]1CNC[C@H]1NC(C1=CC=C(C=C1)C(C1=C(C(=CC=C1O)OC)F)=O)=O 2-amino-N-[(3R,4R)-4-[4-(2-fluoro-6-hydroxy-3-methoxybenzoyl)benzamido]pyrrolidin-3-yl]pyrimidine-4-carboxamide